COC(=O)C=1C2CCC(CC1OS(=O)(=O)C(F)(F)F)N2C(=O)OC(C)(C)C (+/-)-3-{[(trifluoromethyl)sulfonyl]oxy}-8-azabicyclo[3.2.1]octan-2-ene-2,8-dicarboxylic acid 8-tert-butyl 2-methyl ester